C(C1=CC=CC=C1)N1C2=NC=NC(=C2N=C1C1=C(C=C(OCCN2C(CN(CCC2)C(=O)OC(C)(C)C)=O)C=C1)Cl)OC1(CC1)C Tert-butyl 4-(2-(4-(9-benzyl-6-(1-methylcyclopropoxy)-9H-purin-8-yl)-3-chlorophenoxy)ethyl)-3-oxo-1,4-diazepane-1-carboxylate